FC=1C=C(C=2N=CC=NC2C1)C#N (E)-7-fluoroquinoxaline-5-carbonitrile